2-(tert-butyl) 3-methyl (1S,3S,4S,7S)-7-fluoro-2-azabicyclo[2.2.1]hept-5-ene-2,3-dicarboxylate F[C@@H]1[C@H]2N([C@@H]([C@@H]1C=C2)C(=O)OC)C(=O)OC(C)(C)C